C1(CCCCC1)NC=1C=CC=2C(=NC(=CN2)NCC2=CC=C3C=CNC3=C2)N1 6-N-cyclohexyl-3-N-(1H-indol-6-ylmethyl)pyrido[2,3-b]pyrazine-3,6-diamine